C(C)(=O)OC[C@@H]1[C@H](CO)O1 (2S,3R)-4-Acetoxy-2,3-epoxy-1-butanol